COC(=O)C1=C(OC(=C1)CO)C=O 2-formyl-5-hydroxymethyl-3-furancarboxylic acid methyl ester